(S)-3-(4-(7-chloro-3-methyl-2-oxo-2,3-dihydro-1H-benzo[d]imidazol-1-yl)phenyl)-2-(2-chloro-6-fluorobenzamido)propanoic acid methyl ester COC([C@H](CC1=CC=C(C=C1)N1C(N(C2=C1C(=CC=C2)Cl)C)=O)NC(C2=C(C=CC=C2F)Cl)=O)=O